rac-(2R,3S)-2-(((3-chloropyridin-2-yl)oxy)methyl)-3-methylpyrrolidine-1-carboxylic acid tert-butyl ester C(C)(C)(C)OC(=O)N1[C@H]([C@H](CC1)C)COC1=NC=CC=C1Cl |r|